2-[3-(1,1-difluoro-5-azaspiro[2.4]heptane-5-carbonyl)-5,6-dihydrocyclopenta[c]pyrazol-1(4H)-yl]-1-[4-(2,3-dimethylphenyl)piperazin-1-yl]ethan-1-one FC1(CC12CN(CC2)C(=O)C=2C1=C(N(N2)CC(=O)N2CCN(CC2)C2=C(C(=CC=C2)C)C)CCC1)F